2-bromo-N-(2-(3,5-difluorophenyl)-2,2-difluoroethyl)acetamide BrCC(=O)NCC(F)(F)C1=CC(=CC(=C1)F)F